1-N'-(4-fluorophenyl)-1-N-[4-[7-(2-hydroxypropoxy)-6-(methylcarbamoyl)quinolin-4-yl]oxyphenyl]cyclopropane-1,1-dicarboxamide FC1=CC=C(C=C1)NC(=O)C1(CC1)C(=O)NC1=CC=C(C=C1)OC1=CC=NC2=CC(=C(C=C12)C(NC)=O)OCC(C)O